C(C)OC(=O)C1=C(N(C(=C1)C(C(=O)NC(C)(C)C)=O)C)C 5-(2-(tert-butylamino)-2-oxoacetyl)-1,2-dimethyl-1H-pyrrole-3-carboxylic acid ethyl ester